6-(5-{[(3S)-3-(4-chloro-phenyl)-3-hydroxypropyl]-carbamoyl}-6-methoxy-pyridin-3-yl)-4-fluoro-N-methyl-1H-indazole-3-carboxamide ClC1=CC=C(C=C1)[C@H](CCNC(=O)C=1C=C(C=NC1OC)C1=CC(=C2C(=NNC2=C1)C(=O)NC)F)O